[N+](=O)([O-])C=1C=C(C=CC1N1CCCCC1)C=1OC=CN1 2-(3-Nitro-4-(piperidin-1-yl)phenyl)oxazole